4-(2-((4,6-Dimethylpyridin-3-yl)sulfonyl)-2-azaspiro[3.4]octan-6-yl)morpholine CC1=C(C=NC(=C1)C)S(=O)(=O)N1CC2(C1)CC(CC2)N2CCOCC2